N-[5-(4-fluorophenyl)quinolin-8-yl]-1-(2,2,2-trifluoroethyl)-1H-imidazole-2-sulfonamide FC1=CC=C(C=C1)C1=C2C=CC=NC2=C(C=C1)NS(=O)(=O)C=1N(C=CN1)CC(F)(F)F